OCC=1C=C(C2=C(N=C(O2)C=2C=C(C=CC2)C2=C(C=C(C=C2)C#N)C2=NN=CN2C)C1)C(F)(F)F 3'-(5-(Hydroxymethyl)-7-(trifluoromethyl)benzo[d]oxazol-2-yl)-2-(4-methyl-4H-1,2,4-triazol-3-yl)-[1,1'-biphenyl]-4-carbonitrile